S1C(=NN=C1)C1=CN=CC(=N1)N1CCC2(CCN(C2)C=2C=NC=C(C2)C(F)(F)F)CC1 8-[6-(1,3,4-thiadiazol-2-yl)pyrazin-2-yl]-2-[5-(trifluoromethyl)pyridin-3-yl]-2,8-diazaspiro[4.5]decane